ClC1=C(C=CC=C1)CC=1C(=CC=C2C[C@H](C(N(C12)C)=O)NC(=O)N)C ((3R)-8-((2-chlorophenyl)methyl)-1,7-dimethyl-2-oxo-1,2,3,4-tetrahydroquinolin-3-yl)urea